1-bromo-3-(ethylsulfanyl)benzene BrC1=CC(=CC=C1)SCC